C(C)N(C=1C=C2CCN(CC2=CC1)C1CCN(CC1)CC1=CC(=CC=C1)F)CC N,N-diethyl-2-(1-(3-fluorobenzyl)piperidin-4-yl)-1,2,3,4-tetrahydroisoquinolin-6-amine